S1C(=NC2=C1C=CC=C2)NC=2C=C1CCCN(C1=CC2)C=2SC=C(N2)C(=O)OCC ethyl 2-{6-[(1,3-benzothiazol-2-yl) amino]-1,2,3,4-tetrahydroquinolin-1-yl}-1,3-thiazole-4-carboxylate